N1CC(C1)N1C=NC(=C1)CN1C[C@@H]2[C@@H](C(N(C3=C1C(=CC=C3)F)C)=O)N(C(C2)=O)C2=NC(=CC(=C2)C(F)(F)F)C (3aR,11aS)-5-[[1-(azetidin-3-yl)imidazol-4-yl]methyl]-6-fluoro-10-methyl-1-[6-methyl-4-(trifluoromethyl)-2-pyridyl]-3,3a,4,11a-tetrahydropyrrolo[2,3-c][1,6]benzodiazocine-2,11-dione